C(C)OC(/C(=C/C(S(=O)(=O)C1=CC=CC=C1)C1=CC=CC=C1)/F)=O (Z)-4-phenyl-2-fluoro-4-benzenesulfonyl-2-butenoic acid ethyl ester